1,8-Dimethyl-4-(4-(3-(methylamino)-1-(thiophen-2-yl)propoxy)benzyl)-1,2,3,4-tetrahydro-5H-pyrido[2,3-e][1,4]diazepin-5-one CN1CCN(C(C2=C1N=C(C=C2)C)=O)CC2=CC=C(C=C2)OC(CCNC)C=2SC=CC2